COC=1C=C(C=CC1)C=1C2=CC=CC=C2N=C2C=CC=CC12 9-(m-methoxyphenyl)acridine